(R)-5-((3-aminopiperidin-1-yl)methyl)-N-(4-(4-morpholino-7H-pyrrolo[2,3-d]pyrimidin-6-yl)phenyl)nicotinamide N[C@H]1CN(CCC1)CC=1C=NC=C(C(=O)NC2=CC=C(C=C2)C2=CC3=C(N=CN=C3N3CCOCC3)N2)C1